(R,Z)-4-(3H-[1,2,3]triazolo[4,5-b]pyridin-3-yl)-2-fluoro-N-(7-(3-hydroxyprop-1-en-1-yl)isoquinolin-1-yl)-N-(piperidin-3-yl)benzamide N1=NN(C2=NC=CC=C21)C2=CC(=C(C(=O)N([C@H]1CNCCC1)C1=NC=CC3=CC=C(C=C13)\C=C/CO)C=C2)F